FC(C1=NN=C(S1)N1N=CC2=C(C=C(C=C12)S(=O)(=O)NC1(CC1)C)N1CCN(CC1)C(=O)N(C1CCOCC1)C)F 4-(1-(5-(difluoromethyl)-1,3,4-thiadiazol-2-yl)-6-(N-(1-methylcyclopropyl)aminosulfonyl)-1H-indazol-4-yl)-N-methyl-N-(tetrahydro-2H-pyran-4-yl)piperazine-1-carboxamide